COC(=O)OC 1-methoxy-1-methoxy-formaldehyde